(-)-2-(2-((5-(1-aminoisoquinolin-5-yl)-1'-propionyl-2,3-dihydrospiro[inden-1,4'-piperidin]-3-yl)oxy)phenyl)acetic acid NC1=NC=CC2=C(C=CC=C12)C=1C=C2C(CC3(CCN(CC3)C(CC)=O)C2=CC1)OC1=C(C=CC=C1)CC(=O)O